2-chloro-5-(dimethylamino)benzene-1-sulfonamide ClC1=C(C=C(C=C1)N(C)C)S(=O)(=O)N